C(#N)C=1C2CN(CC(C1)N2C(C)(C)C2=CC=CC=C2)C(=O)OC(C)(C)C tert-butyl 6-cyano-8-(2-phenylpropan-2-yl)-3,8-diazabicyclo[3.2.1]oct-6-ene-3-carboxylate